(S)-(1-(2-(1H-indol-3-yl)ethyl)-6,7-dimethoxy-3,4-dihydroisoquinoline-2(1H)-yl)(morpholino) ketone N1C=C(C2=CC=CC=C12)CCC1N(CCC2=CC(=C(C=C12)OC)OC)[C@H]1OCCN(C1)C(=O)N1C[C@H](OCC1)N1C(C2=CC(=C(C=C2CC1)OC)OC)CCC1=CNC2=CC=CC=C12